COC=1C=C(C=CC1NCC#CC=1N(C2=CC=CC(=C2C1)NC1CCC(CC1)N(C)C)CC(F)(F)F)S(=O)(=O)NC(C)=O N-(3-methoxy-4-{[3-(4-{[(1R,4R)-4-(dimethylamino)cyclohexyl]amino}-1-(2,2,2-trifluoroethyl)-1H-indol-2-yl)prop-2-yn-1-yl]amino}benzenesulfonyl)acetamide